C(C)C1=CC=C(NC1=O)C1CN(CC1)C1CCN(CC1)C=1C=CC(=NC1F)C(=O)NC 5-(4-(3-(5-ethyl-6-oxo-1,6-dihydropyridin-2-yl)pyrrolidin-1-yl)piperidin-1-yl)-6-fluoro-N-methylpyridineamide